(4-(trifluoromethyl)phenyl)-1,2,3,6-tetrahydropyridine FC(C1=CC=C(C=C1)N1CCC=CC1)(F)F